CS(=O)(=O)O.O1C2=C(NC(C1)=O)N=CC=N2 2H-pyrazino[2,3-b][1,4]oxazin-3(4H)-one methanesulfonate salt